diethyl carbonate compound with glycerol OCC(O)CO.C(OCC)(OCC)=O